6-(2-chloro-6-fluorophenyl)-8-(4-methoxybenzyl)-2-{[4-(4-methylpiperazin-1-yl)phenyl]amino}pyrido[2,3-d]pyrimidin-5(8H)-one ClC1=C(C(=CC=C1)F)C=1C(C2=C(N=C(N=C2)NC2=CC=C(C=C2)N2CCN(CC2)C)N(C1)CC1=CC=C(C=C1)OC)=O